N,N'-diphenyl-N,N'-di(4-methylphenyl)-4,4'-biphenyl-diamine C1(=CC=CC=C1)N(C1=CC=C(C=C1)C1=CC=C(C=C1)N(C1=CC=C(C=C1)C)C1=CC=CC=C1)C1=CC=C(C=C1)C